S1C=NC2=C1C=C(C=C2)C2=CC(=NN2C2=NC(=CC=C2)C)CC(=O)NC2=CC(=CC=C2)NC 5-(Benzo[d]thiazol-6-yl)-N-(3-(methylamino)phenyl)-1-(6-methylpyridin-2-yl)-1H-pyrazol-3-carboxyamid